4-(1H-pyrazol-1-yl)quinoline-7-carboxylic acid N1(N=CC=C1)C1=CC=NC2=CC(=CC=C12)C(=O)O